N-(4-(4-(4-methoxyphenyl)piperazin-1-yl)quinolin-3-yl)-4-propylbenzamide COC1=CC=C(C=C1)N1CCN(CC1)C1=C(C=NC2=CC=CC=C12)NC(C1=CC=C(C=C1)CCC)=O